OC(COC1=CC2=C(N=C(S2)NC(CC2=CC=C(OC3=NC=CC=C3C(=O)N)C=C2)=O)C=C1)(C)C (4-(2-((6-(2-hydroxy-2-methylpropyloxy)benzo[d]thiazol-2-yl)amino)-2-oxoethyl)phenoxy)pyridine-3-carboxamide